C(C)N1[C@@H](CCC1)/C=C/S(=O)(=O)[N-]C(NC1=C2CCCC2=CC=2CCCC12)=O (S,E)-((2-(1-ethylpyrrolidin-2-yl)vinyl)sulfonyl)((1,2,3,5,6,7-hexahydro-s-indacen-4-yl)carbamoyl)amid